Cl.Cl.ClC=1C=C(CNC=2NC(C3=C(N2)C=NN3C3CCN(CC3)CC3CNCCC3)=O)C=CC1Cl 5-((3,4-dichlorobenzyl)amino)-1-(1-(piperidin-3-ylmethyl)piperidin-4-yl)-1H-pyrazolo[4,3-d]pyrimidin-7(6H)-one dihydrochloride